C(C)(C)(C)C1=C(C(=CC(=C1)C(C)(C)C)N1N=C2C(=N1)C=CC(=C2)Cl)O 2,4-Di-tert-butyl-6-(5-chlorobenzotriazol-2-yl)phenol